CC1N(C1)CCC(=O)OCC(COC(CCOCC(CC)(COC(CCN1C(C1)C)=O)COC(CCN1C(C1)C)=O)=O)(CC)COC(CCN1C(C1)C)=O 2,2-bis({[3-(2-methylaziridin-1-yl)propanoyl]oxy}methyl)butyl-3-[2,2-bis({[3-(2-methylaziridin-1-yl)propanoyl]oxy}methyl)butoxy]propanoate